2,3-difluoro-4-(4-propyl-cyclohexyl)-phenylboronic acid FC1=C(C=CC(=C1F)C1CCC(CC1)CCC)B(O)O